tert-butyl 3-[(3-chloro-2-methoxyphenyl)carbamothioyl]-4-hydroxy-2-oxo-5,6-dihydropyridine-1-carboxylate ClC=1C(=C(C=CC1)NC(=S)C=1C(N(CCC1O)C(=O)OC(C)(C)C)=O)OC